N,N'-dicyclohexyl-p-phenylene-diamine C1(CCCCC1)NC1=CC=C(C=C1)NC1CCCCC1